C(CCCCCCCCCCCCCCCCC)(=O)[O-].[Mg+2].C(CCCCCCCCCCCCCCCCC)(=O)[O-] magnesium stearate salt